C(#N)CC=1C=C(C(=NC1OC)NS(=O)(=O)C=1C=2CCN(C(C2C=CC1)=O)C)F N-[5-(cyanomethyl)-3-fluoro-6-methoxy-2-pyridinyl]-1-keto-2-methyl-3,4-dihydroisoquinoline-5-sulfonamide